NC1=C(SC2=NC=CC(=C21)N2CCN(CCC2)C=2OC=C(N2)C(N(C)C)=O)C(=O)O 3-amino-4-(4-(4-(dimethylcarbamoyl)oxazol-2-yl)-1,4-diazepan-1-yl)thieno[2,3-b]pyridine-2-carboxylic acid